C12CCC(CC1)N2C2=NC=C(C(=N2)OC2=CC=CC=C2)C(=O)NC(C)\C=C\S(=O)(=O)C (E)-2-(7-azabicyclo[2.2.1]heptan-7-yl)-N-(4-(methylsulfonyl)but-3-en-2-yl)-4-phenoxypyrimidine-5-carboxamide